CN(CCOC1=CC(=CC=C1)N1N=C(C=C1)[N+](=O)[O-])C N,N-dimethyl-2-[3-(3-nitropyrazol-1-yl)phenoxy]ethanamine